2-fluoro-6-formyl-4-(3-(4-(pyrrolidin-1-yl)phenyl)-1,2,4-thiadiazol-5-yl)phenyl morpholine-4-carboxylate N1(CCOCC1)C(=O)OC1=C(C=C(C=C1C=O)C1=NC(=NS1)C1=CC=C(C=C1)N1CCCC1)F